[N+](=O)([O-])CC(C1=CC=C(C=C1)C)C1=CNC2=CC=CC=C12 3-(2-nitro-1-(p-tolyl)ethyl)-1H-indole